diacrylic acid phosphate P(=O)(O)(O)O.C(C=C)(=O)O.C(C=C)(=O)O